(E)-N-(2,4-dinitrophenoxy)-1-(4-fluorophenyl)methanimine [N+](=O)([O-])C1=C(O/N=C/C2=CC=C(C=C2)F)C=CC(=C1)[N+](=O)[O-]